S(C#N)C=1C=C(N)C=CC1 3-thiocyanoaniline